1,3,4,6,7,8a-Hexahydro-1,1,5,5-tetramethyl-2H-2,4a-methano-naphthalen-8(5H)-on CC1(C2CCC3(C(CCC(C13)=O)(C)C)C2)C